2-(7-azabenzotriazole-1-yl)-1,1,3,3-tetramethyluronium N1(N=NC2=C1N=CC=C2)OC(=[N+](C)C)N(C)C